octa-2,4,6-triene CC=CC=CC=CC